((2S,4R,5R)-4-acetoxy-5-(2-amino-7-(4-cyanobenzyl)-8-oxo-7,8-dihydro-9H-purin-9-yl) tetrahydrofuran-2-yl)methyl acetate C(C)(=O)OC[C@H]1O[C@H]([C@@H](C1)OC(C)=O)N1C2=NC(=NC=C2N(C1=O)CC1=CC=C(C=C1)C#N)N